C(CCCCCCCCCCCCCC)(=O)NC1CCN(CC1)C(=O)C=1C=C(C(=O)N2C[C@H]([C@@H](C2)C(=O)N[C@@H]2[C@H](C2)C2=CC=CC=C2)C(=O)N[C@@H]2[C@H](C2)C2=CC=CC=C2)C=CC1 (3S,4S)-1-(3-(4-pentadecanamidopiperidine-1-carbonyl)benzoyl)-N3,N4-bis((1S,2R)-2-phenylcyclopropyl)pyrrolidine-3,4-dicarboxamide